N-(7-cyclopropyl-1-(2-fluoroethyl)-1H-indazol-3-yl)-4-fluorobenzamide C1(CC1)C=1C=CC=C2C(=NN(C12)CCF)NC(C1=CC=C(C=C1)F)=O